ClC1=C(C=2OCC3N(C2N=C1)CCC(C3)N3C(CCC3)=O)C 1-(3-chloro-4-methyl-6,6a,7,8,9,10-hexahydrodipyrido[3,2-b:1',2'-d][1,4]oxazin-8-yl)-2-oxopyrrolidin